(3-(2-(2-Aminoethoxy)ethoxy)propionylamino)-5-(butylamino)-N-(4,5-dimethylthiazol-2-yl)benzamide NCCOCCOCCC(=O)NC1=C(C(=O)NC=2SC(=C(N2)C)C)C=C(C=C1)NCCCC